benzyl-(2S)-2-(cyanomethyl)piperazine-1-carboxylate C(C1=CC=CC=C1)OC(=O)N1[C@H](CNCC1)CC#N